4-(6H-benzo[c][1]benzothiepin-11-ylidene)piperidine C1=CC=CC2=C1C(C1=C(CS2)C=CC=C1)=C1CCNCC1